O1CC(C1)C1=NNC(=N1)C1CC2(CN(C2)C(=O)N2CC3(C2)CC(C3)CC3=CC=C(C=C3)S(=O)(=N)C(F)(F)F)C1 [6-[3-(oxetan-3-yl)-1H-1,2,4-triazol-5-yl]-2-azaspiro[3.3]heptan-2-yl]-[6-[[4-(trifluoromethylsulfonimidoyl)phenyl]methyl]-2-azaspiro[3.3]heptan-2-yl]methanone